C(CCCCC)C=1N=NN(C1)CC=1C=CC(=C(C1)C(C)OCOC(CC)O)[N+](=O)[O-] ((1-(5-(4-(hexyl)-1H-1,2,3-triazol-1-ylmethyl)-2-nitrophenyl)ethoxy)methoxy)propan-1-ol